2,3-DIHYDRO-[1,4]DIOXINO[2,3-B]PYRIDINE-7-CARBALDEHYDE O1CCOC2=NC=C(C=C21)C=O